(±)-5-(p-chlorophenyl)-6-{1-[2-(methylsulfonyloxy)-1-phenylethyl]-1H-pyrazol-4-yl}-4-pyrimidinylamine ClC1=CC=C(C=C1)C=1C(=NC=NC1C=1C=NN(C1)[C@@H](COS(=O)(=O)C)C1=CC=CC=C1)N |r|